(S)-3-((5-bromopyrimidin-2-yl)oxy)pyrrolidine-1-carboxylic acid tert-butyl ester C(C)(C)(C)OC(=O)N1C[C@H](CC1)OC1=NC=C(C=N1)Br